diethyl-(2,6-dimethylphenyl) iodide C(C)C=1C=C(C(=C(C1C)I)C)CC